1,3,6-tris-O-galloyl-β-D-glucose C(C1=CC(O)=C(O)C(O)=C1)(=O)O[C@H]1[C@H](O)[C@@H](OC(C2=CC(O)=C(O)C(O)=C2)=O)[C@H](O)[C@H](O1)COC(C1=CC(O)=C(O)C(O)=C1)=O